ClC=1N=CC2=C(N1)N(C(=C2)C(=O)N(C)C)C=2C=C1CCN(CC1=CC2)C 2-chloro-N,N-dimethyl-7-(2-methyl-1,2,3,4-tetrahydroisoquinolin-6-yl)-7H-pyrrolo[2,3-d]pyrimidine-6-carboxamide